COC1=CC=C(C=C1)C(CC(=O)OCC)=O ethyl 3-(4-methoxyphenyl)-3-oxopropionate